5-(3-fluoro-4-(4-(indolin-2-one-1-yl)piperidin-1-yl)phenyl)-1H-1,2,4-triazole-3,5-diamine FC=1C=C(C=CC1N1CCC(CC1)N1C(CC2=CC=CC=C12)=O)C1(N=C(NN1)N)N